C[C@H]1NC(C2=C(C=3C=4C=CC(=NC4C=CC3S2)C=2C(=NN(C2)C)C=C)NC1)=O (R)-10-methyl-3-(1-methyl-3-vinyl-1H-pyrazol-4-yl)-9,10,11,12-tetrahydro-8H-[1,4]diazepino[5',6':4,5]thieno[3,2-f]quinolin-8-one